benzyl (3-hydroxybicyclo[1.1.1]pentan-1-yl)carbamate OC12CC(C1)(C2)NC(OCC2=CC=CC=C2)=O